CN1N=CC(=C1)C=1N=CN(C1)C1=C2C(=NC=C1)N(N=C2C(C)C)C(C2=CC=CC=C2)(C2=CC=CC=C2)C2=CC=CC=C2 4-[4-(1-methyl-1H-pyrazol-4-yl)-1H-imidazol-1-yl]-3-(propan-2-yl)-1-(triphenylmethyl)-1H-pyrazolo[3,4-b]pyridine